C(C1C(C2(CCC1C2(C)C)CS(=O)(=O)O)=O)C2C(C1(CCC2C1(C)C)CS(=O)(=O)O)=O methylene-bis-camphorsulfonic acid